3'-Deoxy-3',4'-didehydrocytidine-5'-triphosphate P(O)(=O)(OP(=O)(O)OP(=O)(O)O)OCC1=C[C@H]([C@@H](O1)N1C(=O)N=C(N)C=C1)O